(naphthalene-2-yl)sydnone C1=C(C=CC2=CC=CC=C12)[N+]=1[N-]OC(C1)=O